NC1=NN2C(C=C(C=C2)C=2C=NC(=C(C(=O)NCC3=C(C=CC(=C3)F)OC(C)C)C2)OC)=N1 5-(2-amino-[1,2,4]triazolo[1,5-a]pyridin-7-yl)-N-(5-fluoro-2-isopropoxybenzyl)-2-methoxynicotinamide